O1-[[(2R,3S,4R,5R)-5-(4-aminopyrrolo[2,1-f][1,2,4]triazin-7-yl)-5-cyano-3,4-dihydroxy-tetrahydrofuran-2-yl]methyl] O3-tetrahydropyran-4-yl indole-1,3-dicarboxylate N1(C=C(C2=CC=CC=C12)C(=O)OC1CCOCC1)C(=O)OC[C@H]1O[C@@]([C@@H]([C@@H]1O)O)(C#N)C1=CC=C2C(=NC=NN21)N